N[C@@H]1[C@@H](OCC12CCN(CC2)C2=NC=C(C=1N2C=CN1)SC1=CC=C(C2=CC=CC=C12)C(=O)N)C 4-((5-((3S,4S)-4-amino-3-methyl-2-oxa-8-azaspiro[4.5]decan-8-yl)imidazo[1,2-c]pyrimidin-8-yl)thio)-1-naphthamide